C(#N)C1=NC=CC=C1OCCN(C(OC(C)(C)C)=O)C tert-butyl N-[2-[(2-cyanopyridin-3-yl) oxy] ethyl]-N-methylcarbamate